methyl (6-(benzyloxy)-10-(piperidin-1-yl)-[1,2,4]triazolo[5,1-a]isoquinoline-5-carbonyl)glycinate C(C1=CC=CC=C1)OC1=C(N2C(C3=C(C=CC=C13)N1CCCCC1)=NC=N2)C(=O)NCC(=O)OC